ClC=1C=C2CCC[C@]3(C2=CC1)CN(C1=C(OC3)C=CC(=C1)C(=O)O)C[C@H]1[C@@H](CC1)C=C (S)-6'-chloro-5-(((1R,2S)-2-vinylcyclobutyl)methyl)-3',4,4',5-tetrahydro-2H,2'H-spiro[benzo[b][1,4]oxazepine-3,1'-naphthalene]-7-carboxylic Acid